5-{2-amino-[1,2,4]triazolo[1,5-a]pyridin-7-yl}-N-{[2-fluoro-5-(trifluoromethyl)phenyl]methyl}-2-methylpyridine-3-carboxamide NC1=NN2C(C=C(C=C2)C=2C=C(C(=NC2)C)C(=O)NCC2=C(C=CC(=C2)C(F)(F)F)F)=N1